3,5,7-Trihydroxy-2-(2,4-dihydroxyphenyl)-4H-chromen-4-one OC1=C(OC2=CC(=CC(=C2C1=O)O)O)C1=C(C=C(C=C1)O)O